OC(CN1CCC(CC1)C(=O)N)COC1=CC=C2C(=C(C(OC2=C1)=O)CC1=CC(=CC=C1)[N+](=O)[O-])C 2-hydroxy-3-((4-methyl-3-(3-nitrobenzyl)-2-oxo-2H-chromen-7-yl)oxy)propylpiperidine-4-carboxamide